FC=1C(=C(C=C2C=CC(=CC12)C1CN(CC1)C(CN1CCC(CC1)C1=CC2=C(N(C(N2C)=O)C2C(NC(CC2)=O)=O)C=C1)=O)O)N1S(NC(C1)=O)(=O)=O 3-[5-[1-[2-[3-[8-fluoro-6-hydroxy-7-(1,1,4-trioxo-1,2,5-thiadiazolidin-2-yl)-2-naphthyl]pyrrolidin-1-yl]-2-oxo-ethyl]-4-piperidyl]-3-methyl-2-oxo-benzimidazol-1-yl]piperidine-2,6-dione